FC(C(=O)O)(F)F.N[C@H]1C2(CN3N=CC=C31)CCN(CC2)C=2N=CC(=NC2)SC2=C(C=3N(C=C2)C=C(N3)C#N)Cl (S)-7-((5-(4'-amino-4'H,6'H-spiro[piperidine-4,5'-pyrrolo[1,2-b]pyrazol]-1-yl)pyrazin-2-yl)thio)-8-chloroimidazo[1,2-a]pyridine-2-carbonitrile (trifluoroacetate)